ClC1=C2C=C(N(C2=CC=C1Cl)C)C(=O)N[C@H](CO)C1=CC=C(C=C1)[C@H](C(=O)O)C |&1:24| (±)-2-[4-[(1S)-1-[(4,5-dichloro-1-methyl-indole-2-carbonyl)amino]-2-hydroxy-ethyl]phenyl]-2-methyl-acetic acid